(4-((4-(3-((2-((1S)-1-((tetrahydro-2H-pyran-2-yl)oxy)ethyl)-1H-imidazol-1-yl)methyl)isoOxazol-5-yl)phenyl)ethynyl)benzyl)glycine methyl ester COC(CNCC1=CC=C(C=C1)C#CC1=CC=C(C=C1)C1=CC(=NO1)CN1C(=NC=C1)[C@H](C)OC1OCCCC1)=O